beta-aminoacetoxyl-propyl-triethoxysilane NC(C[Si](OC(C)OC(=O)C)(OCC)OCC)C